ClC1=C(C=C(C=C1)C1=CN=CC(=N1)CN1CC2(CC2)OC1=O)OC(F)F 5-[[6-[4-Chloro-3-(difluoromethoxy)phenyl]pyrazin-2-yl]methyl]-7-oxa-5-azaspiro[2.4]heptan-6-one